2-((2R,6s)-4-(2-(4-(3-(4-cyano-3-(trifluoromethyl)phenyl)-5,5-dimethyl-4-oxo-2-thioxoimidazolidin-1-yl)-2-ethylphenoxy)ethyl)-2,6-dimethylpiperazin-1-yl)acetic acid hydrochloride Cl.C(#N)C1=C(C=C(C=C1)N1C(N(C(C1=O)(C)C)C1=CC(=C(OCCN2C[C@H](N([C@H](C2)C)CC(=O)O)C)C=C1)CC)=S)C(F)(F)F